BrC1=C(C=CC(=C1)F)C(C)O[Si](C)(C)C(C)(C)C 1-(2-Bromo-4-fluoro-phenyl)ethoxy-tert-butyl-dimethyl-silane